C(C=C)[C@@]1([C@H](CCC1)S(=O)[O-])C.[Na+] Sodium (1S,2R)-2-allyl-2-methylcyclopentane-1-sulfinate